Racemic-tert-butyl 4-[4-[[1-(2,6-dioxo-3-piperidyl)-3,4-dihydro-2H-quinolin-5-yl]oxy]-1-piperidyl]piperidine-1-carboxylate O=C1NC(CC[C@H]1N1CCCC2=C(C=CC=C12)OC1CCN(CC1)C1CCN(CC1)C(=O)OC(C)(C)C)=O |r|